methyl 2-[[[[(4-methoxy-6-methyl-1,3,5-triazin-2-yl) methylamino]carbonyl]amino]sulfonyl]benzoate COC1=NC(=NC(=N1)C)CNC(=O)NS(=O)(=O)C1=C(C(=O)OC)C=CC=C1